benzyl (S)-2-(1-bromo-8-chloroimidazo[1,5-a]pyrazin-3-yl)pyrrolidine-1-carboxylate BrC=1N=C(N2C1C(=NC=C2)Cl)[C@H]2N(CCC2)C(=O)OCC2=CC=CC=C2